4,4'-biphenyldicarbaldehyde C1(=CC=C(C=C1)C=O)C1=CC=C(C=C1)C=O